NC=1C2=C(N=CN1)N(C=C2C2=CC=C(C=C2)NC(C(O)C2=CC(=CC=C2)F)=O)C N-(4-(4-amino-7-methyl-7H-pyrrolo[2,3-d]pyrimidin-5-yl)phenyl)-2-(3-fluorophenyl)-2-hydroxyacetamide